N1(CC[C@H]2[C@@H]1CN(CC2)C(=O)OCC2=CC=CC=C2)C(=O)OC(C)(C)C 6-Benzyl 1-(tert-butyl) (3aS,7aR)-hexahydro-1H-pyrrolo[2,3-c]pyridine-1,6(2H)-dicarboxylate